N-(6-(1-cyanospiro[2.2]pentan-1-yl)-7-fluoroisoquinolin-3-yl)-2-(pyridin-2-yl)cyclopropane-1-carboxamide C(#N)C1(CC12CC2)C=2C=C1C=C(N=CC1=CC2F)NC(=O)C2C(C2)C2=NC=CC=C2